(6-chloro-5-methoxypyridin-2-yl)(3,3-difluoro-4-hydroxy-1-azaspiro[4.4]nonan-1-yl)methanone ClC1=C(C=CC(=N1)C(=O)N1CC(C(C12CCCC2)O)(F)F)OC